glucose Methylamine salt CN.O=C[C@H](O)[C@@H](O)[C@H](O)[C@H](O)CO